C1(CCC1)OC1=CC(=NC=C1)C#N 4-cyclobutoxypyridinecarbonitrile